1-ethyl-2-trimethylstannanyl-1H-pyrrole C(C)N1C(=CC=C1)[Sn](C)(C)C